8-(3,4-dihydro-2H-quinoline-1-carbonyl)-2-oxa-8-azaspiro[4.5]decane-1,3-dione N1(CCCC2=CC=CC=C12)C(=O)N1CCC2(CC(OC2=O)=O)CC1